(1-(((2R,3S,4R,5R)-5-(2-chloro-6-morpholino-9H-purin-9-yl)-3-ethynyl-3,4-dihydroxytetrahydrofuran-2-yl)methoxy)-2-ethoxy-2-oxoethyl)phosphonic acid ClC1=NC(=C2N=CN(C2=N1)[C@H]1[C@@H]([C@@]([C@H](O1)COC(C(=O)OCC)P(O)(O)=O)(O)C#C)O)N1CCOCC1